C(C)(C)(C)OC(=O)N([C@H](C(=O)OCC1=CC=CC=C1)CC(C)=O)C Benzyl (2s)-2-[[(tert-butoxy)carbonyl](methyl)amino]-4-oxopentanoate